Cl.COC=1C=C(C=CC1OC)C=1NC2=CC=C(C=C2C1CC(C)C)C1CCNCC1 2-(3,4-Dimethoxyphenyl)-3-isobutyl-5-(piperidin-4-yl)-1H-indole hydrochloride